BrC1=C(C=C2C(=NC=NC2=C1F)N1CCN(CC1)C(=O)OC(C)(C)C)C#N tert-butyl 4-(7-bromo-6-cyano-8-fluoroquinazolin-4-yl)piperazine-1-carboxylate